isoheptanethiol C(CCCC(C)C)S